C(CCCCCC)OCOCCCC(CC(C)[Mg]Br)C 6-heptyloxymethoxy-1,3-dimethylhexylmagnesium bromide